3-fluoro-1-[((3R)-3-methyl-6-propoxy-3,4-dihydronaphthalen-2-yl)methyl]Azetidine-3-carboxylic acid FC1(CN(C1)CC1=CC2=CC=C(C=C2C[C@H]1C)OCCC)C(=O)O